[2''-((3-tert-butyl-2-hydroxy-5-methylphenyl)(3-methoxypropyl)amino)-2,4,5',6-tetramethyl-[1,1':3',1''-terphenyl]-2'-ol] zirconium [Zr].C(C)(C)(C)C=1C(=C(C=C(C1)C)N(C1=C(C=CC=C1)C=1C(=C(C=C(C1)C)C1=C(C=C(C=C1C)C)C)O)CCCOC)O